N-((5-fluoro-6-((2-methyl-2H-1,2,3-triazol-4-yl)methoxy)-1H-indol-2-yl)methyl)acetamide FC=1C=C2C=C(NC2=CC1OCC1=NN(N=C1)C)CNC(C)=O